C1(=CC=CC=C1)C1=CC=CC(=N1)C=1C(=C(C(=C(C1N1C2=CC=C(C=C2C=2C=C(C=CC12)C)C)N1C2=CC=C(C=C2C=2C=C(C=CC12)C)C)C1=NC=CC=C1)N1C2=CC=C(C=C2C=2C=C(C=CC12)C)C)N1C2=CC=C(C=C2C=2C=C(C=CC12)C)C 9,9',9'',9'''-(3-(6-phenylpyridin-2-yl)-6-(pyridin-2-yl)benzene-1,2,4,5-tetrayl)tetrakis(3,6-dimethyl-9H-carbazole)